N[C@H](C(=O)O)CCN1CCC(CC1)(F)F (S)-2-amino-4-(4,4-difluoropiperidin-1-yl)butanoic acid